CC(=O)OI1(C2=CC=CC=C2C(=O)O1)(OC(=O)C)OC(=O)C 1,1,1-Tris(acetyloxy)-1,1-dihydro-1,2-benziodoxol-3(1H)-one